C(C)(C)(C)OC(NC/C(=C\F)/CN1N=CN(C1=O)CC1=CC2=C(S1)C=CC(=C2)Br)=O (E)-(2-((4-((5-bromobenzo[b]thiophen-2-yl)methyl)-5-oxo-4,5-dihydro-1H-1,2,4-triazol-1-yl)methyl)-3-fluoroallyl)carbamic acid tert-butyl ester